O[C@@H]1CC[C@H](CC1)C(=O)N(C1=CC(=CC=C1)N1N=CC(=C1)C)C[C@@H]1CC[C@H](CC1)C1=CC(=C(C=C1)OC)C Trans-4-hydroxy-N-((trans-4-(4-methoxy-3-methylphenyl)cyclohexyl)methyl)-N-(3-(4-methyl-1H-pyrazol-1-yl)phenyl)cyclohexanecarboxamide